(3R)-1-(2-{1-[(1S)-1-cyclopropylethyl]-1H-pyrrolo[2,3-b]pyridin-2-yl}-7-methoxy-1-methyl-1H-1,3-benzodiazole-5-carbonyl)piperidin-3-amine C1(CC1)[C@H](C)N1C(=CC=2C1=NC=CC2)C2=NC1=C(N2C)C(=CC(=C1)C(=O)N1C[C@@H](CCC1)N)OC